COCCOC(N[C@@H](CC\C=C\C(=O)N(C)C)C(NC=1C(N(C=CC1)CC1=CC2=NC=C(C(=C2N1)CC(C)C)F)=O)=O)=O 2-Methoxyethyl-N-[(E,1S)-6-(dimethylamino)-1-[[1-[(6-fluoro-7-isobutyl-1H-pyrrolo[3,2-b]pyridin-2-yl)methyl]-2-oxo-3-pyridyl]carbamoyl]-6-oxo-hex-4-enyl]carbamat